2-ethyl-N-{8-fluoro-2-methylimidazo[1,2-a]pyridin-6-yl}-4-(4-oxopiperidin-1-yl)indazole-7-carboxamide C(C)N1N=C2C(=CC=C(C2=C1)N1CCC(CC1)=O)C(=O)NC=1C=C(C=2N(C1)C=C(N2)C)F